C1(CC1)C=1N=CC=2C=C3C(=C(C2C1)S(=O)(=O)NCC(C)(C)F)CN(C3)CC3=CC=NN3 7-cyclopropyl-N-(2-fluoro-2-methylpropyl)-2-(1H-pyrazol-5-ylmethyl)-1,3-dihydropyrrolo[3,4-g]isoquinoline-9-sulfonamide